tert-butyl 4-(7-amino-1-(phenylsulfonyl)-1H-indol-3-yl)piperidine-1-carboxylate NC=1C=CC=C2C(=CN(C12)S(=O)(=O)C1=CC=CC=C1)C1CCN(CC1)C(=O)OC(C)(C)C